[Si](C)(C)(C(C)(C)C)OC1CC(C1)([2H])C1=C(C#N)C=CC(=C1)Cl 2-(3-((tert-butyldimethylsilyl)oxy)cyclobutyl-1-d)-4-chlorobenzonitrile